2-(6-bromo-1-(cyclopropylmethyl)-1H-indol-2-yl)-6-(ethoxycarbonyl)pyrazolo[1,5-a]pyridine-3-carboxylic acid BrC1=CC=C2C=C(N(C2=C1)CC1CC1)C1=NN2C(C=CC(=C2)C(=O)OCC)=C1C(=O)O